[Cl-].OC(C[N+](C)(C)CCCCCCCC)CO 2,3-dihydroxypropyl-n-octyldimethylammonium chloride